6-{8-[(2-cyano-2-methylideneethyl)amino]-7-ethoxynaphthalen-2-yl}-N-(oxan-4-yl)pyridine-2-carboxamide C(#N)C(CNC=1C(=CC=C2C=CC(=CC12)C1=CC=CC(=N1)C(=O)NC1CCOCC1)OCC)=C